C(C)(C)S(=O)(=O)N1CC=2NC(=NC2C1)C1=NC=CC(=C1)C1=C2N(N=C1C1=NC(=CC=C1)C)CCC2 5-(Isopropylsulfonyl)-2-(4-(2-(6-methylpyridin-2-yl)-5,6-dihydro-4H-pyrrolo[1,2-b]pyrazol-3-yl)pyridin-2-yl)-1,4,5,6-tetrahydropyrrolo[3,4-d]imidazole